4-Oxospiro[5,6-dihydropyrazolo[1,5-a]pyrazine-7,1'-cyclopropane]-2-carboxylic acid tert-butyl ester C(C)(C)(C)OC(=O)C1=NN2C(C(NCC23CC3)=O)=C1